CNC(=O)C=1C=CC=2N(C1)C(=NN2)C(=O)N2CCC(CC2)C2=C(C=CC=C2)C(F)(F)F N-methyl-3-(4-(2-(trifluoromethyl)phenyl)piperidine-1-carbonyl)-[1,2,4]triazolo[4,3-a]pyridine-6-carboxamide